3-(tert-butyl)-N-((R)-2-(2-((S)-spiro[2.3]hexane-1-carboxamido)pyridin-4-yl)-6,7,8,9-tetrahydro-5H-benzo[7]annulen-5-yl)-1,2,4-oxadiazole-5-carboxamide C(C)(C)(C)C1=NOC(=N1)C(=O)N[C@@H]1CCCCC2=C1C=CC(=C2)C2=CC(=NC=C2)NC(=O)[C@H]2CC21CCC1